2,2-diethoxy-1-(trimethylsiloxycarbonyl)methyl-1-aza-2-silacyclopentane C(C)O[Si]1(N(CCC1)CC(=O)O[Si](C)(C)C)OCC